ClC1=C(N=CC=2NC([C@@H](N=C(C21)C2=C(C=CC=C2F)F)C)=O)C(F)(F)F (3S)-6-chloro-5-(2,6-difluorophenyl)-3-methyl-7-(trifluoromethyl)-1,3-dihydropyrido[3,4-e][1,4]diazepine-2-One